1-(3-chlorophenyl)-2-((2,2-difluoroethyl)(methyl)amino)ethan-1-ol ClC=1C=C(C=CC1)C(CN(C)CC(F)F)O